2-(2-(4-(piperazin-1-yl)phenyl)pyridin-4-yl)-6,7-dihydro-1H-pyrrolo[3,2-c]pyridin-4(5H)-one N1(CCNCC1)C1=CC=C(C=C1)C1=NC=CC(=C1)C1=CC=2C(NCCC2N1)=O